CN1C(N(C2=C1C=C(C=C2)C2CCN(CC2)C(=O)C2CCNCC2)C2CNCCC2)=O 3-[3-methyl-2-oxo-5-[1-(piperidine-4-carbonyl)-4-piperidyl]benzimidazol-1-yl]piperidine